4-chloro-N-(3,4-dihydro-2H-benzo[b][1,4]dioxepin-7-yl)-3-(indolin-1-ylsulfonyl)benzamide ClC1=C(C=C(C(=O)NC2=CC3=C(OCCCO3)C=C2)C=C1)S(=O)(=O)N1CCC2=CC=CC=C12